BrC1=CC(=C(C(=O)NC=2C(=NC(=CC2)OC)C)C=C1)NC1=C(C=C(C=C1)F)C 4-bromo-2-((4-fluoro-2-methylphenyl)amino)-N-(6-methoxy-2-methylpyridin-3-yl)benzamide